8-(6-(tert-butyl)pyridin-3-yl)-4-methyl-6-oxo-3,4-dihydro-2H,6H-pyrimido[2,1-b][1,3]thiazine-7-carbonitrile C(C)(C)(C)C1=CC=C(C=N1)C=1N=C2SCCC(N2C(C1C#N)=O)C